[13C](C(=C)C)(=O)O [1-13C]methacrylic acid